NC1=NC=CC=C1C1=NC=2C(=NC=C(C2)C(F)(F)F)N1C=1C=C2CC[C@@H](C2=CC1)NC(C)=O N-[(1S)-5-[2-(2-aminopyridin-3-yl)-6-(trifluoromethyl)imidazo[4,5-b]pyridin-3-yl]-2,3-dihydro-1H-inden-1-yl]acetamide